ClC=1C=C(CN2CC=3C(N(C=4N(C3CC2)C=CN4)CC4=CC2=C(OCCO2)C=C4)=O)C=CC1 7-(3-chlorobenzyl)-4-((2,3-dihydro[1,4]benzodioxin-6-yl)methyl)-6,7,8,9-tetrahydroimidazo[1,2-a]pyrido[3,4-e]pyrimidine-5(4H)-one